C(C)OC(=O)C=1N(C2=CC=C(C=C2C1)[C@@H]1CC(OCC1)(C)C)CC#N (S)-1-(cyanomethyl)-5-(2,2-dimethyltetrahydro-2H-pyran-4-yl)-1H-indole-2-carboxylic acid ethyl ester